5-(6-Carbonyl-5-(2-(trifluoromethyl)cyclopropyl)-1,6-dihydropyridazin-3-yl)pyrimidine-2,4(1H,3H)-dione C(=O)=C1C(=CC(=NN1)C=1C(NC(NC1)=O)=O)C1C(C1)C(F)(F)F